cyclohexyl-adipamide C1(CCCCC1)C(C(=O)N)CCCC(=O)N